BrC1=CC2=C(C=3N(CCCN2)C=CN3)C=C1 10-bromo-5,6,7,8-tetrahydrobenzo[c]imidazo[1,2-a][1,5]diazocine